6-(4-(4-((2-(2,6-dioxopiperidin-3-yl)-4-fluoro-1,3-dioxoisoindoline-5-yl)methyl)piperazin-1-yl)piperidin-1-yl)-2-(4-phenoxyphenyl)nicotinamide O=C1NC(CCC1N1C(C2=CC=C(C(=C2C1=O)F)CN1CCN(CC1)C1CCN(CC1)C1=NC(=C(C(=O)N)C=C1)C1=CC=C(C=C1)OC1=CC=CC=C1)=O)=O